CNCN(CO)CNC N,N-dimethylaminomethyl-N-methylolamine